C(C)(C)(C)N1N=C(C(=C1C)O)C1=CC(=CC=C1)SC 1-(tert-Butyl)-3-(3-(methylthio)phenyl)-5-methyl-pyrazol-4-ol